S(C)(=O)(=O)[O-].FC(F)(F)NCC(C)(C)C.[K+] potassium trifluoromethyl-2,2-dimethylpropylamine mesylate